N-[3-chloro-4-[4-[(2S,4R)-4-hydroxypyrrolidine-2-carbonyl]piperazine-1-carbonyl]phenyl]-5-[4-(difluoromethoxy)-2,3-difluoro-phenyl]-1-methyl-imidazole-2-carboxamide formate C(=O)O.ClC=1C=C(C=CC1C(=O)N1CCN(CC1)C(=O)[C@H]1NC[C@@H](C1)O)NC(=O)C=1N(C(=CN1)C1=C(C(=C(C=C1)OC(F)F)F)F)C